(1-(diethoxyphosphoryl)cyclopropyl)methyl methanesulfonate CS(=O)(=O)OCC1(CC1)P(=O)(OCC)OCC